CC1=CC=C(C=C1)S(=O)(=O)OCC1=CC=C(C=C1)OCC1=NC=CC=C1 4-(pyridin-2-ylmethoxy)benzyl 4-methylbenzenesulfonate